4-[[2-[6-[3-(oxetan-3-yl)-1H-1,2,4-triazol-5-yl]-2-azaspiro[3.3]heptane-2-carbonyl]-2-azaspiro[3.3]heptan-6-yl]methyl]-2-(trifluoromethyl)benzonitrile O1CC(C1)C1=NNC(=N1)C1CC2(CN(C2)C(=O)N2CC3(C2)CC(C3)CC3=CC(=C(C#N)C=C3)C(F)(F)F)C1